tert-Butyl (6R)-6-ethyl-5,6,7,9-tetrahydro-8H-pyrido[2,3-c]azepine-8-carboxylate C(C)[C@@H]1CC2=C(CN(C1)C(=O)OC(C)(C)C)N=CC=C2